tert-butyl (R)-(1-((3-((3-carbamoyl-5-ethyl-6-methylpyrazin-2-yl)amino)phenethyl)amino)-1-oxopropan-2-yl)(methyl)carbamate C(N)(=O)C=1C(=NC(=C(N1)CC)C)NC=1C=C(CCNC([C@@H](C)N(C(OC(C)(C)C)=O)C)=O)C=CC1